N-(2-(((1r,3r,5r,7r)-adamantan-2-yl)oxy)ethyl)-5-(4-chlorophenyl)-1-(2,4-dichlorophenyl)-4-methyl-1H-pyrazole-3-carboxamide C12C(C3CC(CC(C1)C3)C2)OCCNC(=O)C2=NN(C(=C2C)C2=CC=C(C=C2)Cl)C2=C(C=C(C=C2)Cl)Cl